C(C)(C)(C)OC(=O)N[C@H](C(=O)O)CCCC=C (2S)-2-[(tert-butoxycarbonyl)amino]hept-6-enoic acid